5-(4-fluoro-phenoxy)-4-methoxy-pyridine-2-carbonitrile FC1=CC=C(OC=2C(=CC(=NC2)C#N)OC)C=C1